CN1C=2C(=NC=NC2NC(C1)=O)C1=CC=C(C(=O)N)C=C1 4-(5-methyl-7-oxo-5,6,7,8-tetrahydropteridin-4-yl)benzamide